ClC1=CC=C(COC2=CC=C3CC(C(OC3=C2)C(=O)O)=O)C=C1 7-(4-chlorobenzyloxy)-3-chromonic acid